8-oxo-3-azabicyclo[3.2.1]Octane O=C1C2CNCC1CC2